N-(6-methoxypyrimidin-4-yl)benzenesulfonamide COC1=CC(=NC=N1)NS(=O)(=O)C1=CC=CC=C1